[Si](C)(C)(C(C)(C)C)OC1CC=2N(NC(C2)=O)C1 5-((tert-butyldimethylsilyl)oxy)-5,6-dihydro-1H-pyrrolo[1,2-b]pyrazol-2(4H)-one